2-acetamido-N-(2,3-bis(hexadecyloxy)-4-(methylamino)butyl)-3-(1H-imidazol-4-yl)-N-methylpropanamide C(C)(=O)NC(C(=O)N(C)CC(C(CNC)OCCCCCCCCCCCCCCCC)OCCCCCCCCCCCCCCCC)CC=1N=CNC1